methyl (E)-2-[2-[6-(2-cyanophenoxy) pyrimidin-4-yloxy] phenyl]-3-methoxypropenoate C(#N)C1=C(OC2=CC(=NC=N2)OC2=C(C=CC=C2)/C(/C(=O)OC)=C\OC)C=CC=C1